O1CCSC2=C1C=CC(=C2)C(=O)O 2,3-Dihydro-1,4-benzoxathiin-6-carboxylic acid